C(C)(C)(C)C(CC(O[SiH3])(C)C)[Li] tertiary butyl-dimethyl-siloxypropyl-lithium